γ-Methyl-α-(trifluoromethyl)-γ-valerolactone CC1(CC(C(=O)O1)C(F)(F)F)C